C(\C(\C)=C\C)(=O)Cl (Tigloyl) chloride